N-(2-(4-((3-((1H-pyrazol-4-yl)oxy)-5-(trifluoromethoxy)benzyl)amino)butoxy)ethyl)-6-(pyridazin-4-yl)-1H-indazol-4-amine N1N=CC(=C1)OC=1C=C(CNCCCCOCCNC=2C=3C=NNC3C=C(C2)C2=CN=NC=C2)C=C(C1)OC(F)(F)F